C(C)(C)(C)OC([C@@H](CC1=CC(=CC=C1)C([2H])([2H])O)[C@@H]1CN(CC1)C(=O)OC(C)(C)C)=O Tert-butyl (R)-3-((S)-1-(tert-butoxy)-3-(3-(hydroxymethyl-d2)phenyl)-1-oxopropan-2-yl)pyrrolidine-1-carboxylate